C(C)(C)(CCCC)O tert-heptanol